C(C1CO1)CO[Si](OC)(OC)C (3,2-epoxypropyl)methyltrimethoxysilane